3-(2-(difluoromethoxy)-6-methylpyridin-3-yl)-1-(3-formylcyclobutyl)-1-(2-isopropylphenyl)urea FC(OC1=NC(=CC=C1NC(N(C1=C(C=CC=C1)C(C)C)C1CC(C1)C=O)=O)C)F